CSCOC=1C=C(C=CN2C(=CC(C=C2C)=O)C)C=CC1OC 1-(3-methylthiomethoxy-4-methoxystyryl)-2,6-dimethylpyridin-4(1H)-one